(1R,4s)-4-(2-((1S,3S)-3-hydroxycyclopentylamino)-8-(2,4,6-trichlorophenylamino)-9H-purin-9-yl)-1-methylcyclohexanecarboxamide O[C@@H]1C[C@H](CC1)NC1=NC=C2N=C(N(C2=N1)C1CCC(CC1)(C(=O)N)C)NC1=C(C=C(C=C1Cl)Cl)Cl